1,2,2,6,6-pentamethyl-4-amino-piperidine CN1C(CC(CC1(C)C)N)(C)C